ClC1=C(C2=C(C=N1)SC=C2)C(=O)O 5-chlorothieno[2,3-c]pyridine-4-carboxylic acid